Cis-2-[4-(1-methyl-1H-pyrazol-5-yl)-1-piperidinyl]-6-azaspiro[3.4]octane-6-carboxylic acid ethyl ester fumarate C(\C=C\C(=O)O)(=O)O.C(C)OC(=O)N1CC2(CC(C2)N2CCC(CC2)C2=CC=NN2C)CC1